ethyl 11-cyclobutyl-10-oxo-1,9-diazatricyclo[6.3.1.04,12]dodeca-2,4,6,8(12)-tetraene-2-carboxylate C1(CCC1)C1C(NC=2C=CC=C3C=C(N1C32)C(=O)OCC)=O